C(=O)O.ClC1=C(C(=CC=C1)Cl)N1CC(C1)C1=CC(=C(CN2CCC(CC2)C(=O)O)C(=C1)C)CC 1-(4-(1-(2,6-dichlorophenyl)azetidin-3-yl)-2-ethyl-6-methylbenzyl)piperidine-4-carboxylic acid, formate salt